2-((3-(pyridin-4-yl)isoxazol-5-yl)methyl)oxazole-4-carboxylic acid N1=CC=C(C=C1)C1=NOC(=C1)CC=1OC=C(N1)C(=O)O